FC(CN1C(=NC=2C1=NC(=CC2)C2=CNC=1N=C(N=CC12)NC1CC2(C1)CCN(CC2)C(C)=O)C)F 1-(2-((5-(3-(2,2-difluoroethyl)-2-methyl-3H-imidazo[4,5-b]pyridin-5-yl)-7H-pyrrolo[2,3-d]pyrimidin-2-yl)amino)-7-azaspiro[3.5]nonan-7-yl)ethan-1-one